butyric acid 3-(2-(pyrrolidin-1-yl) ethyl)-1H-indol-4-yl ester N1(CCCC1)CCC1=CNC2=CC=CC(=C12)OC(CCC)=O